ClC=1C=CC2=C(N(CC(O2)C(=O)NC23CC(C2)(C3)NC(COC3=CC(=C(C=C3)Cl)F)=O)C(CO)=O)C1 6-chloro-N-{3-[2-(4-chloro-3-fluorophenoxy)acetamido]bicyclo[1.1.1]pent-1-yl}-4-(hydroxyacetyl)-3,4-dihydro-2H-1,4-benzoxazine-2-carboxamide